1-(2-bromophenyl)-4-(2-((2,4-dimethylphenyl)sulfinyl)phenyl)piperazine BrC1=C(C=CC=C1)N1CCN(CC1)C1=C(C=CC=C1)S(=O)C1=C(C=C(C=C1)C)C